CC(C)OC(C=C)=O acrylic acid propan-2-yl ester